6-(2-amino-6-fluoro-5-(4-(4-isopropylpiperazin-1-yl)phenyl)pyridin-3-yl)-8-fluoro-3-methylisoquinolin-1(2H)-one NC1=NC(=C(C=C1C=1C=C2C=C(NC(C2=C(C1)F)=O)C)C1=CC=C(C=C1)N1CCN(CC1)C(C)C)F